methyl 1-((4-nitro-1-((2-(trimethylsilyl)ethoxy)methyl)-1H-pyrazol-3-yl)oxy)cyclopropane-1-carboxylate [N+](=O)([O-])C=1C(=NN(C1)COCC[Si](C)(C)C)OC1(CC1)C(=O)OC